(R and S)-6-(azepan-4-yl)-5-chloro-1-(1-methyl-1H-pyrazol-4-yl)-1H-indazole N1CC[C@@H](CCC1)C1=C(C=C2C=NN(C2=C1)C=1C=NN(C1)C)Cl |r|